1-bromo-3,6-bistrifluoromethyl-carbazole BrC1=CC(=CC=2C3=CC(=CC=C3NC12)C(F)(F)F)C(F)(F)F